4-((3-chlorobenzyl)amino)-6-(3,5-dimethylisoxazol-4-yl)-N-((trans)-3-hydroxycyclobutyl)quinazoline-2-carboxamide ClC=1C=C(CNC2=NC(=NC3=CC=C(C=C23)C=2C(=NOC2C)C)C(=O)N[C@@H]2C[C@H](C2)O)C=CC1